C(C1=CC=CC=C1)(C1=CC=CC=C1)N1C(C2(NC=3C=CC=CC3C=3C4=C(C=CC23)C(=C(N4)C4=CC(=CC=C4)Cl)C)C4=CC=CC=C14)=O (+)-1-Benzhydryl-2'-(3-chlorophenyl)-3'-methyl-1',7'-dihydrospiro[indoline-3,6'-pyrrolo[3,2-k]phenanthridin]-2-one